Methyl 1-(2,4-dimethylbenzyl)-2-(1-(thiazol-2-yl)-4-(3-(trifluoromethyl)phenoxy)-1H-pyrazole-5-carbonyl)hydrazine-1-carboxylate CC1=C(CN(NC(=O)C2=C(C=NN2C=2SC=CN2)OC2=CC(=CC=C2)C(F)(F)F)C(=O)OC)C=CC(=C1)C